CC1=NC(=NC(=C1)C)N[C@@H](CC1=CC=C(C=C1)NS(=O)(=O)O)C=1N=C(SC1)C (S)-4-[2-(4,6-dimethylpyrimidin-2-ylamino)-2-(2-methylthiazol-4-yl)ethyl]-phenylaminosulfonic acid